C(C)OC(C(C(=O)OCC)(C)Br)=O diethyl-2-bromo-2-methylmalonate